N1N=CC=2C=CC=3C=CC=NC3C21 1H-pyrazolo[4,3-H]Quinoline